(S)-(-)-10-(1-azidocyclopropyl)-9-fluoro-3-methyl-7-oxo-2,3-dihydro-7H-pyrido[1,2,3-DE][1,4]benzoxazine-6-carboxylic acid N(=[N+]=[N-])C1(CC1)C=1C(=CC2=C3N([C@H](COC31)C)C=C(C2=O)C(=O)O)F